2-[2-Fluoro-4-(methylamino)phenyl]-N-[(3S)-2-oxo-5-phenyl-1,3-dihydro-1,4-benzodiazepin-3-yl]pyrazolo[1,5-a]pyrimidine-3-carboxamide FC1=C(C=CC(=C1)NC)C1=NN2C(N=CC=C2)=C1C(=O)N[C@@H]1C(NC2=C(C(=N1)C1=CC=CC=C1)C=CC=C2)=O